diphenyl phosphite (diphenylphosphite) C1(=CC=CC=C1)P(O)(O)(O)C1=CC=CC=C1.P(OC1=CC=CC=C1)(OC1=CC=CC=C1)O